C[C@H]1C(N(CCC1)C=1C=C2C(=CC=NC2=CC1)C(=O)OC(C)(C)C)=O |r| rac-tert-Butyl (R)-6-(3-methyl-2-oxopiperidin-1-yl)quinoline-4-carboxylate